5-(3-(Trifluoromethyl)phenyl)pyrrolidine FC(C=1C=C(C=CC1)C1CCCN1)(F)F